(2S)-3-[3-[[3-[(2S)-2-Carboxy-2-[(3R)-pyrrolidin-3-yl]ethyl]phenyl]carbamoylamino]phenyl]-2-[(3R)-pyrrolidin-3-yl]propanoic acid C(=O)(O)[C@@H](CC=1C=C(C=CC1)NC(=O)NC=1C=C(C=CC1)C[C@H](C(=O)O)[C@@H]1CNCC1)[C@@H]1CNCC1